(2S,3S)-1-(tert-Butoxycarbonyl)-3-methylindoline-2,3-dicarboxylic acid C(C)(C)(C)OC(=O)N1[C@@H]([C@](C2=CC=CC=C12)(C(=O)O)C)C(=O)O